tert-Butyl (4S)-4-[4-methoxy-4-oxo-3-[(6-sulfamoyl-2-pyridyl)amino]butyl]-2,2-dimethyl-pyrrolidine-1-carboxylate COC(C(CC[C@H]1CC(N(C1)C(=O)OC(C)(C)C)(C)C)NC1=NC(=CC=C1)S(N)(=O)=O)=O